SC1=C(C=CC=C1)C(C)=O 2'-mercaptoacetophenone